2-[4-(cyclohexylmethyl)-2,6-bis(propan-2-yl)phenyl]-N-{4-[(dimethylamino)methyl]benzenesulfonyl}-acetamide C1(CCCCC1)CC1=CC(=C(C(=C1)C(C)C)CC(=O)NS(=O)(=O)C1=CC=C(C=C1)CN(C)C)C(C)C